C(C)(C)C=1C(=CC2=C(N(C(N2)=O)[C@H]2CNCCC2)C1)C=1C=C(C=2N(C1)N=CN2)OC (R)-6-isopropyl-5-(8-methoxy-[1,2,4]triazolo[1,5-a]pyridin-6-yl)-1-(piperidin-3-yl)-1,3-dihydro-2H-benzo[d]imidazol-2-one